tert-butyl (4-(4-amino-1H-pyrazolo[3,4-d]pyrimidin-1-yl)butyl)carbamate NC1=C2C(=NC=N1)N(N=C2)CCCCNC(OC(C)(C)C)=O